BrC=1N=C(C=2N(C1)C=CN2)CC2=C(C=CC(=C2)F)F 6-bromo-8-[(2,5-difluorophenyl)methyl]imidazo[1,2-a]pyrazine